CN(CCNC(=O)C1=NC=CC=C1)C N-(2-(dimethylamino)ethyl)pyridine-2-amide